1-[(4-chloro-1-methoxy-5-isoquinolyl)sulfonyl]-2,3-dihydropyrrolo[3,2-b]pyridine-6-carbonitrile ClC1=CN=C(C2=CC=CC(=C12)S(=O)(=O)N1CCC2=NC=C(C=C21)C#N)OC